C(C)(C)(C)OC(=O)N1C[C@H]2C([C@H]2C1)C1=NN(C2=C1C=[N+](C(=C2F)Cl)[O-])C2CC2 3-((1R,5S,6r)-3-(tert-butoxycarbonyl)-3-azabicyclo[3.1.0]hexan-6-yl)-6-chloro-1-cyclopropyl-7-fluoro-1H-pyrazolo[4,3-c]pyridine 5-oxide